2-(BENZYLOXY)-3-METHYLPHENYLBORONIC ACID C(C1=CC=CC=C1)OC1=C(C=CC=C1C)B(O)O